tert-butyl-4-([4-[2-(butylamino)-7-[trans-4-hydroxy-cyclohexyl]-7H-pyrrolo[2,3-d]-pyrimidin-5-yl]-phenyl]methyl)-piperazine-1-carboxylate C(C)(C)(C)OC(=O)N1CCN(CC1)CC1=CC=C(C=C1)C1=CN(C=2N=C(N=CC21)NCCCC)[C@@H]2CC[C@H](CC2)O